ClC1=CC(=C(C=C1)NCC#CC=1N(C2=CC=CC(=C2C1)NC1CCC(CC1)N(C)C)CC(F)(F)F)OC (1R,4R)-N4-(2-{3-[(4-chloro-2-methoxyphenyl)amino]prop-1-yn-1-yl}-1-(2,2,2-trifluoroethyl)-1H-indol-4-yl)-N1,N1-dimethylcyclohexane-1,4-diamine